BrC1=C(C#N)C=CC(=C1C(=O)C1CC1)F 2-bromo-3-(cyclopropanecarbonyl)-4-fluorobenzonitrile